4-(methyl)benzamide CC1=CC=C(C(=O)N)C=C1